COC1=NC2=C3N=CC=CC3=CC=C2C=C1 2-methoxy-1,10-phenanthroline